C(CCC)C(C(C(O)CCCC)O)O dibutyl-glycerin